COCCOC=1C=C(C=CC1OCCOC)NC1=NC=C(C(=N1)NC=1C=C(C=CC1)NC(C=C)=O)F N-(3-(2-(3,4-bis(2-methoxyethoxy)phenylamino)-5-fluoropyrimidin-4-ylamino)phenyl)acrylamide